N-(3-(6-(2-(2-oxa-7-azaspiro[3.5]nonan-7-yl)ethoxy)pyrazolo[1,5-a]pyridin-3-yl)-5-(3,5-difluoropyridin-2-yl)phenyl)-N-methylmethanesulfonamide C1OCC12CCN(CC2)CCOC=2C=CC=1N(C2)N=CC1C=1C=C(C=C(C1)C1=NC=C(C=C1F)F)N(S(=O)(=O)C)C